ClC=1C=C(C=CC1F)[C@@H](NC(=O)N1[C@@H](C(NCC1)=O)C)C1C[C@H]2C([C@H]2C1)(F)F (2R)-N-((S)-(3-chloro-4-fluorophenyl)((1R,3S,5S)-6,6-difluorobicyclo-[3.1.0]hexane-3-yl)methyl)-2-methyl-3-oxopiperazine-1-carboxamide